ClC1=CC(=C(C=C1)C1=C2C(N(C(=NC2=CC(=C1)N1C[C@H](OCC1)C=1C=NN(C1)C)C)C)=O)F 5-(4-chloro-2-fluorophenyl)-2,3-dimethyl-7-((2R)-2-(1-methyl-1H-pyrazol-4-yl)-4-morpholinyl)-4(3H)-quinazolinone